tert-Butyl (R)-1-((2-(3'-amino-2,2'-dimethyl-[1,1'-biphenyl]-3-yl)-7-cyanobenzo[d]oxazol-5-yl)methyl)pyrrolidine-3-carboxylate NC=1C(=C(C=CC1)C1=C(C(=CC=C1)C=1OC2=C(N1)C=C(C=C2C#N)CN2C[C@@H](CC2)C(=O)OC(C)(C)C)C)C